(S)-3-(octadecyloxy)propan-1,2-diol C(CCCCCCCCCCCCCCCCC)OC[C@H](CO)O